tert-butyl 2-(N-(2-cyano benzyl)-2,3,4,6-tetrafluorophenylsulfonamido)acetate C(#N)C1=C(CN(S(=O)(=O)C2=C(C(=C(C=C2F)F)F)F)CC(=O)OC(C)(C)C)C=CC=C1